4,6-difluoro-N-(4-(1,2,3,6-tetrahydropyridin-4-yl)phenyl)isoindoline-2-carboxamide FC1=C2CN(CC2=CC(=C1)F)C(=O)NC1=CC=C(C=C1)C=1CCNCC1